N-(((2r,3s,4s,5r)-3,4,5,6-tetrahydroxy-tetrahydro-2H-pyran-2-yl)methyl)acrylamide O[C@@H]1[C@H](OC([C@@H]([C@H]1O)O)O)CNC(C=C)=O